tert-butyl (2S,4S)-2-methyl-4-((methylsulfonyl)oxy)pyrrolidine-1-carboxylate C[C@@H]1N(C[C@H](C1)OS(=O)(=O)C)C(=O)OC(C)(C)C